Cl.FC1=C(C=CC=C1)C1=CC(=CN1S(=O)(=O)C=1C=NC=C(C1)SC(C)C)CNC 1-(5-(2-fluorophenyl)-1-((5-(isopropylthio)pyridin-3-yl)sulfonyl)-1H-pyrrol-3-yl)-N-Methylmethylamine Hydrochloride